C(C=C)(=O)OC(C(C(OC(C=C)=O)(OCC)OCC)(C(OC(C=C)=O)OCC)COC(C=C)=O)(OCC)OCC pentaethoxypentaerythritol tetraacrylate